C(C1=CC=CC=C1)OC=1C(=C2CC(CC2=CC1)C(=O)OCC)F ethyl 5-benzyloxy-4-fluoro-indane-2-carboxylate